C(C)NCCCC[C@H](N)C(=O)O Nε-ethyl-lysine